C(CCCCCCCCC)OCOCCCC(CC(CC(C)O)C)C 8-hydroxy-4,6-dimethylnonyl decyloxymethyl ether